FC(C(=O)O)(F)F.N1(CCC1)CCNC1=NC2=CC=CC(=C2N=C1CC1=CC=CC=C1)C N-(2-(azetidin-1-yl)ethyl)-3-benzyl-5-methylquinoxalin-2-amine trifluoroacetate